N1(C=NC=C1)C1=CC(=NC2=CC(=CC=C12)N)[C@@H]1[C@H](C1)C1=NC=CC(=N1)C |r| rac-4-(1H-imidazol-1-yl)-2-((1S*,2S*)-2-(4-methylpyrimidin-2-yl)cyclopropyl)quinolin-7-amine